N-[3-(dimethylamino)propyl]-N'-(3-diphenylphosphorylcarbonyl-2,4,6-trimethyl-phenyl)oxamide CN(CCCNC(=O)C(=O)NC1=C(C(=C(C=C1C)C)C(=O)P(=O)(C1=CC=CC=C1)C1=CC=CC=C1)C)C